5-(4-((3-ethyl-1-(4-methoxybenzyl)-2-oxo-2,3-dihydro-1H-pyrimido[4,5,6-de]quinazolin-8-yl)methyl)piperazin-1-yl)-N-methyl-6-(trifluoromethyl)picolinamide C(C)N1C(N(C2=CC(=CC=3C2=C1N=CN3)CN3CCN(CC3)C=3C=CC(=NC3C(F)(F)F)C(=O)NC)CC3=CC=C(C=C3)OC)=O